FC=1C=C(C=NC1)[C@@H]1CC=NN1C(=O)N1CCNCC1 (S)-(5-(5-fluoropyridin-3-yl)-4,5-dihydro-1H-pyrazol-1-yl)(piperazin-1-yl)methanone